Cl.NC(C(=O)N1CCN(CC1)C(=O)NC1=NC(N(C=C1)C1=CC=C(C=C1)CCN1CCC(CC1)CN)=O)(C)C 4-(2-Amino-2-methylpropanoyl)-N-(1-(4-(2-(4-(aminomethyl)piperidin-1-yl)ethyl)phenyl)-2-oxo-1,2-dihydropyrimidin-4-yl)piperazine-1-carboxamide hydrochloride salt